3-ureido-3-aminopropyl-triethoxysilane N(C(=O)N)C(CC[Si](OCC)(OCC)OCC)N